[(1R,2S)-2-[(Z)-5-tetrahydropyran-2-yloxypent-2-enyl]cyclopropyl]methanol O1C(CCCC1)OCC\C=C/C[C@@H]1[C@@H](C1)CO